3-[(5-chloro-1H-indol-2-yl)methyl]-1-methyl-1-[1-(1-methyl-1H-1,2,3-triazole-5-carbonyl)piperidin-3-yl]urea ClC=1C=C2C=C(NC2=CC1)CNC(N(C1CN(CCC1)C(=O)C1=CN=NN1C)C)=O